NCCC=1C=NC(=NC1)C1=C(C=C(C#N)C=C1)C(=O)C=1C=NN(C1)C(C)C 4-[5-(2-aminoethyl)pyrimidin-2-yl]-3-(1-propan-2-ylpyrazole-4-carbonyl)benzonitrile